1-(2-(1H-pyrazolo[3,4-d]pyrimidine-4-carbonyl)-2-azaspiro[3.3]heptan-6-yl)-3-(3-(trifluoromethyl)phenyl)urea N1N=CC=2C1=NC=NC2C(=O)N2CC1(C2)CC(C1)NC(=O)NC1=CC(=CC=C1)C(F)(F)F